perfluoromethyl-iodocarbon FC([C]I)(F)F